(S)-1-(dibenzo[b,d]furan-2-yl)ethan-1-amine hydrochloride Cl.C1=C(C=CC=2OC3=C(C21)C=CC=C3)[C@H](C)N